C(C)C1=CC=C(C=C1)N(C=1C=C2CN([C@@H](C2=CC1)CNC1=C(C(=O)O)C=CN=C1)C)C (S)-3-(((5-((4-ethylphenyl)(methyl)amino)-2-methylisoindolin-1-yl)methyl)amino)isonicotinic acid